ClC1=NC=C(C(=N1)C1=CC=C2CN(C(C2=C1)=O)[C@@H](C(=O)N[C@H](CO)C1=CC(=CC=C1)C)C)Cl (R)-2-(6-(2,5-dichloropyrimidin-4-yl)-1-oxoisoindolin-2-yl)-N-((S)-2-hydroxy-1-(m-methylphenyl)ethyl)propanamide